4-(3-Dimethylamino-propoxy-3-(2-methyl-2H-pyrazol-3-yl)-phenyl)-3-(2-fluoro-5-methyl-phenyl)-urea CN(CCCOC1=C(C=CC=C1C=1N(N=CC1)C)C1=CC(=C(C=C1C)NC(N)=O)F)C